OC[C@H]1OC[C@H]([C@H]([C@H]1O)O)C (2R,3R,4R,5R)-2-(hydroxymethyl)-5-methyltetrahydro-2H-pyran-3,4-diol